(2R,4S)-4-amino-2-(4-(4,4,5,5-tetramethyl-1,3,2-dioxaborolan-2-yl)butyl)piperidine-1,2-dicarboxylic acid 2-benzyl 1-(tert-butyl) ester C(C)(C)(C)OC(=O)N1[C@](C[C@H](CC1)N)(C(=O)OCC1=CC=CC=C1)CCCCB1OC(C(O1)(C)C)(C)C